7-bromo-2-(1-cyclopropyl-1H-pyrazol-4-yl)quinoxaline tert-Butyl-4-(5-amino-1,3,4-thiadiazol-2-yl)piperazine-1-carboxylate C(C)(C)(C)OC(=O)N1CCN(CC1)C=1SC(=NN1)N.BrC1=CC=C2N=CC(=NC2=C1)C=1C=NN(C1)C1CC1